tert-butyl (3-cyclopropyl-5-(2-methylpyridin-3-yl)pyrazolo[1,5-a]pyrimidin-7-yl)(4-(pyridin-2-yl)benzyl)carbamate C1(CC1)C=1C=NN2C1N=C(C=C2N(C(OC(C)(C)C)=O)CC2=CC=C(C=C2)C2=NC=CC=C2)C=2C(=NC=CC2)C